4-(1H-pyrazol-5-yl)piperidine N1N=CC=C1C1CCNCC1